methylenebenzopyran C=C1OC2=C(C=C1)C=CC=C2